[3-Chloro-2-(methoxymethyl)-4-methyl-5,7-dihydropyrrolo[3,4-b]pyridin-6-yl]-[(3R)-1-pyridazin-4-ylpyrrolidin-3-yl]methanon ClC=1C(=C2C(=NC1COC)CN(C2)C(=O)[C@H]2CN(CC2)C2=CN=NC=C2)C